O=C1C(=CC2=CC=CC3=CC=CC1=C23)CNCS(=O)(=O)[O-] [(1-oxophenalen-2-yl)methylamino]methanesulfonate